2',3,4-trifluoro-4''-propyl-p-terphenyl FC1=C(C=CC(=C1)C1=CC=C(C=C1)CCC)C1=CC(=C(C=C1)F)F